FC1=C(C=C(C(=C1)F)F)B(O)O 2,4,5-trifluorophenyl-boronic acid